O1C=NC=C1CNC(=O)N (oxazol-5-ylmethyl)urea